3-amino-1-(4-((6-(2-hydroxy-4-(1H-pyrazol-4-yl)phenyl)pyridazin-3-yl)(methoxy)amino)-2,2,6,6-tetramethylpiperidin-1-yl)propan-1-one NCCC(=O)N1C(CC(CC1(C)C)N(OC)C=1N=NC(=CC1)C1=C(C=C(C=C1)C=1C=NNC1)O)(C)C